2-acetamido-3-(3-bromo-5-fluorophenyl)propanoic acid C(C)(=O)NC(C(=O)O)CC1=CC(=CC(=C1)F)Br